6-(2,7-dimethylimidazo[1,2-a]pyridin-6-yl)-2-(1-methylpiperidin-4-yl)quinazolin-4(3H)-one CC=1N=C2N(C=C(C(=C2)C)C=2C=C3C(NC(=NC3=CC2)C2CCN(CC2)C)=O)C1